1-(4-(2-(4-tert-butylphenyl)-1,3-selenazol-5-yl)benzyl)azetidine-3-carboxylic acid methyl ester COC(=O)C1CN(C1)CC1=CC=C(C=C1)C1=CN=C([Se]1)C1=CC=C(C=C1)C(C)(C)C